benzyl 4-(azetidin-3-ylmethyl)piperidine-1-carboxylate N1CC(C1)CC1CCN(CC1)C(=O)OCC1=CC=CC=C1